ammonium o-sulfobenzoate S(=O)(=O)(O)C1=C(C(=O)[O-])C=CC=C1.[NH4+]